N,N-diisopropyl-valeramide benzyl-4-[(1-tert-butoxycarbonyl-4-piperidyl)oxymethyl]piperidine-1-carboxylate C(C1=CC=CC=C1)OC(=O)N1CCC(CC1)COC1CCN(CC1)C(=O)OC(C)(C)C.C(C)(C)N(C(CCCC)=O)C(C)C